oxalic acid platinum (IV) [Pt+4].C(C(=O)O)(=O)O